FCC(C(C)F)F 1,2,3-trifluorobutane